NCCC[C@H](O)C=1C=NC=CC1 (S)-4-amino-1-(pyridine-3-yl)butan-1-ol